FC(C(C)NC(=O)NC1=CC=C(C=C1)C1=C2C(=NC=C1)NC(N2)=O)(F)F (1,1,1-trifluoropropan-2-yl)-3-(4-(2,3-dihydro-2-oxo-1H-imidazo[4,5-b]pyridin-7-yl)phenyl)urea